BrC/C=C/C(=O)N(C)[C@H](C(=O)NCCCOC=1C=C(C=CC1)NC=1C(=NC(=C(N1)NC1CCOCC1)CC)C(=O)N)C (S,E)-3-((3-(3-(2-(4-bromo-N-methylbut-2-enamido)propanamido)propoxy)phenyl)amino)-6-ethyl-5-((tetrahydro-2H-pyran-4-yl)amino)pyrazine-2-carboxamide